2-(6-(1-azido-2-(pyrrolidin-1-yl)ethyl)pyridin-3-yl)-5-(difluoromethyl)-1,3,4-oxadiazole N(=[N+]=[N-])C(CN1CCCC1)C1=CC=C(C=N1)C=1OC(=NN1)C(F)F